COC=1C=CC2=C(CCC=3C=NC(=NC23)NC2=CC=C(C=C2)NC(C2=CC=C(C=C2)[N+](=O)[O-])=O)C1 N-(4-((8-methoxy-5,6-dihydrobenzo[h]quinazolin-2-yl)amino)phenyl)-4-nitrobenzamide